CNCC1=CN=C(O1)C1=CC=C(C=C1)OC(F)(F)F n-methyl-1-(2-(4-(trifluoromethoxy)phenyl)oxazol-5-yl)methylamine